6-(acryloxyoxy)hexanoic acid C(C=C)(=O)OOCCCCCC(=O)O